C(#N)N1CCCCC1 N-cyano-piperidine